6-Hydroxy-7-methoxy-2-((5-phenylthiophen-2-yl)methyl)-1,2,3,4-tetrahydroisoquinoline OC=1C=C2CCN(CC2=CC1OC)CC=1SC(=CC1)C1=CC=CC=C1